C1(CCC1)C1=CC=CC2=C1NC(=NS2(=O)=O)NC2=CC=C(C=C2)C(C)C 5-cyclobutyl-3-((4-isopropylphenyl)amino)-4H-benzo[e][1,2,4]thiadiazine 1,1-dioxide